2,3-dibromonitrobenzene BrC1=C(C=CC=C1Br)[N+](=O)[O-]